NC1=NC(=NC(=N1)N)CCCCCCCCC 2,4-Diamino-6-nonyl-1,3,5-triazin